ClC1=CC(=C(OCC=2C=C(C(=O)OC)C=C(C2)C#N)C=C1OCC=1C(=C(C=CC1)C1=C(C(=CC=C1)OCCCCl)C)C)C=O methyl 3-((4-chloro-5-((3'-(3-chloropropoxy)-2,2'-dimethyl-[1,1'-biphenyl]-3-yl) methoxy)-2-formylphenoxy) methyl)-5-cyanobenzoate